methyl 2-(6-chloro-1,1-dimethylisochroman-8-yl)acetate ClC=1C=C2CCOC(C2=C(C1)CC(=O)OC)(C)C